C1(=CC=CC=C1)C1=NN=C(S1)CNC(=O)C1=CN=NN1C1COCC1 N-((5-phenyl-1,3,4-thiadiazol-2-yl)methyl)-1-(tetrahydrofuran-3-yl)-1H-1,2,3-triazole-5-carboxamide